NC1=C(C2=C(S1)C(C(CC2)(C2=CC=CC=C2)CC#N)=O)C(=O)N 2-Amino-6-(cyanomethyl)-7-oxo-6-phenyl-4,5,6,7-tetrahydrobenzo[b]thiophene-3-carboxamide